N-[(1R)-1-[4-[2-(methylaminomethyl)phenyl]-2-thienyl]ethyl]-6-oxo-pyridazine-3-carboxamide CNCC1=C(C=CC=C1)C=1C=C(SC1)[C@@H](C)NC(=O)C1=NNC(C=C1)=O